6H-benzo[c]chromene-9-carboxylic acid C1=C2C3=C(COC2=CC=C1)C=CC(=C3)C(=O)O